Z-4-((2R,3R,4S)-3-(3,4-difluoro-2-methoxyphenyl)-4-methoxy-5,5-dimethyltetrahydrofuran-2-carboxamido)picolinamide FC=1C(=C(C=CC1F)[C@H]1[C@@H](OC([C@H]1OC)(C)C)C(=O)NC1=CC(=NC=C1)C(=O)N)OC